C(C1=CC=CC=C1)OC(=O)N[C@H](C=1N=C2N(N=C(C=N2)CC2(C(NC[C@@H](C2)C(F)(F)F)=O)C(=O)OC)C1)C1CCC(CC1)C methyl (5R)-3-((6-((S)-(((benzyloxy)carbonyl)amino)((1R,4S)-4-methylcyclohexyl)methyl)imidazo[1,2-b][1,2,4]triazin-2-yl)methyl)-2-oxo-5-(trifluoromethyl)piperidine-3-carboxylate